(3-piperazin-1-ylphenyl)piperidine-2,6-dione N1(CCNCC1)C=1C=C(C=CC1)N1C(CCCC1=O)=O